CN1N=CC(=C1)NCC=1N=C2N(C(=CC=C2)C(F)(F)F)C1 1-methyl-N-((5-(trifluoromethyl)imidazo[1,2-a]pyridin-2-yl)methyl)-1H-pyrazol-4-amine